3-(2-chlorothiazol-5-yl)-6-(4-methoxyphenyl)-1,8-dimethyl-7-oxo-2,3-dihydroimidazo[1,2-a]Pyrimidine ClC=1SC(=CN1)C1CN(C2N1C=C(C(N2C)=O)C2=CC=C(C=C2)OC)C